FC=1C=C(C=C(C1)F)[C@@H]1N(OCC1)C1=CC(=NC=N1)NC=1C(=CC(=C(C1)NC(C=C)=O)N1CCC(CC1)N1C[C@@H](OCC1)C)OC N-(5-((6-((R)-3-(3,5-difluorophenyl)isoxazolidine-2-yl)pyrimidine-4-yl)amino)-4-methoxy-2-(4-((S)-2-methylmorpholino)piperidine-1-yl)phenyl)acrylamide